C(CCC)S(=O)(=O)NC(C(=O)O)CC1=CC=C(C=C1)OCCCCC1=CC=NC=C1 2-(butylsulfonylamino)-3-(4-(4-(pyridin-4-yl)butoxy)phenyl)propanoic acid